NC1=NN2C(N=CC=C2)=C1C(=O)NC=1C(=NN(C1)CC(CC)(C)O)C1=C(C=CC(=C1)Cl)OC 2-amino-N-(3-(5-chloro-2-methoxyphenyl)-1-(2-hydroxy-2-methylbutyl)-1H-pyrazol-4-yl)pyrazolo[1,5-a]pyrimidine-3-carboxamide